disodium ascorbic acid O=C1C(O)=C(O)[C@H](O1)[C@@H](O)CO.[Na].[Na]